CC(C)C(CC)S 2-methyl-3-pentyl mercaptan